((2-(4-fluoro-3-methyl-1H-pyrazol-1-yl)-1,6-naphthyridin-7-yl)methyl)-4-methylisochromane-6-carboxamide FC=1C(=NN(C1)C1=NC2=CC(=NC=C2C=C1)CC1OCC(C2=CC(=CC=C12)C(=O)N)C)C